3,5-dichloro-N-(2-methyl-1-oxoprop-2-yl)benzamide ClC=1C=C(C(=O)NC(C=O)(C)C)C=C(C1)Cl